N-[2,6-difluoro-4-(2-phenylethynyl)phenyl]-3-fluoro-2-methoxy-benzenesulfonamide FC1=C(C(=CC(=C1)C#CC1=CC=CC=C1)F)NS(=O)(=O)C1=C(C(=CC=C1)F)OC